ClC1=NN2C(C(=N1)OC)=C(C=C2)C=2C=CC1=C(N(N=N1)CC(F)F)C2 6-(2-Chloro-4-methoxypyrrolo[2,1-f][1,2,4]triazin-5-yl)-1-(2,2-difluoroethyl)-1H-benzo[d][1,2,3]triazole